2-dimethylaminomethylethanone hydrochloride Cl.CN(C)CCC=O